(Z)-2-((4-([1,1'-biphenyl]-2-yl)-6-(4-(2-hydroxy-3-methoxypropyl)-piperazine-1-carbonyl)quinolin-2-yl)methylene)-1-acetylindolin-3-one C1(=C(C=CC=C1)C1=CC(=NC2=CC=C(C=C12)C(=O)N1CCN(CC1)CC(COC)O)\C=C\1/N(C2=CC=CC=C2C1=O)C(C)=O)C1=CC=CC=C1